ClC=1C(N(C=C(C1C)C=1NC2=CC=C(C=C2C1C(C)C)C1CCN(CC1)CC1COC1)C)=O 3-chloro-5-(3-isopropyl-5-(1-(oxetan-3-ylmethyl)piperidin-4-yl)-1H-indol-2-yl)-1,4-dimethylpyridin-2(1H)-one